ClC1=CC(=C(C=C1)C1(OC2=C(OC1)C=CC=C2C2CCN(CC2)CC2=NC=1C(=NC(=CC1)C(=O)[O-])N2C[C@H]2OCC2)CF)F 2-((4-(3-(4-Chloro-2-fluorophenyl)-3-(fluoromethyl)-2,3-dihydrobenzo[b][1,4]dioxin-5-yl)piperidin-1-yl)methyl)-3-(((S)-oxetan-2-yl)methyl)-3H-imidazo[4,5-b]pyridine-5-carboxylate